C(C)(=O)[C@@H]1N(C[C@H](CC1)NC(COC1=CC(=C(C=C1)Cl)F)=O)C(=O)OC(C)(C)C tert-butyl (2R,5S)-2-acetyl-5-[[2-(4-chloro-3-fluoro-phenoxy)acetyl]amino]piperidine-1-carboxylate